3-(4-(aminomethyl)phenyl)-6-((1-(2-fluoro-4-(pyridin-4-yl)benzyl)-4-hydroxypiperidin-4-yl)methyl)-2-methyl-2,6-dihydro-7H-pyrazolo[4,3-d]pyrimidin-7-one dihydrochloride Cl.Cl.NCC1=CC=C(C=C1)C=1N(N=C2C1N=CN(C2=O)CC2(CCN(CC2)CC2=C(C=C(C=C2)C2=CC=NC=C2)F)O)C